NC=1C=C(C=CC1F)NC(=O)C1=C(N(C(=C1C)C(C(N[C@H](C(F)(F)F)C)=O)=O)C)C (S)-N-(3-amino-4-fluorophenyl)-1,2,4-trimethyl-5-(2-oxo-2-((1,1,1-trifluoropropan-2-yl)amino)acetyl)-1H-pyrrole-3-carboxamide